8-cyclopentyl-2-((2-(2-(dimethylamino)ethyl)-4,4-dimethyl-1,2,3,4-tetrahydroisoquinolin-7-yl)amino)-7-oxo-7,8-dihydropyrido[2,3-d]pyrimidine-6-carbonitrile C1(CCCC1)N1C(C(=CC2=C1N=C(N=C2)NC2=CC=C1C(CN(CC1=C2)CCN(C)C)(C)C)C#N)=O